(R)-3-(5-(4-aminopiperidine-1-yl)-4-methylpyridine-2-yl)-N-((5-fluoro-2-hydroxyphenyl)(1H-indole-2-yl)methyl)-5-methylbenzamide NC1CCN(CC1)C=1C(=CC(=NC1)C=1C=C(C(=O)N[C@@H](C=2NC3=CC=CC=C3C2)C2=C(C=CC(=C2)F)O)C=C(C1)C)C